C(CCCCCCC\C=C/CCCCCCCC)OCC(CN(C)C)OCCCCCCCC\C=C/CCCCCCCC 1,2-dioleyloxy-3-dimethylaminopropane